COC(=O)NC1=NC2=C(N1)C=CC=C2 2-(methoxycarbonylamino)-1H-benzimidazole